C(C(=O)[O-])(=O)O[Ti](=O)OC(=O)C(=O)[O-].[K+].[K+] dipotassium [(carboxylatocarbonyl)oxy](oxo)titanio oxalate